FC=1C=C(C=CC1)/C=C/C(=O)C1=CC=C(C=C1)CCCC(=O)O 4-[4-[(E)-3-(3-Fluorophenyl)prop-2-enoyl]phenyl]butanoic acid